4-(bis(7-bromo-1H-pyrrolo[2,3-c]pyridin-3-yl)methyl)aniline BrC=1N=CC=C2C1NC=C2C(C2=CC=C(N)C=C2)C2=CNC1=C(N=CC=C12)Br